methyl 2-[[4-(4-tert-butoxycarbonylphenyl)-6-methyl-2-pyridyl]carbamoyl]-5-(trifluoromethyl)benzoate C(C)(C)(C)OC(=O)C1=CC=C(C=C1)C1=CC(=NC(=C1)C)NC(=O)C1=C(C(=O)OC)C=C(C=C1)C(F)(F)F